The molecule is a complex organic heteropentacyclic compound that is a hepatitis C virus nonstructural protein 5A inhibitor used in combination with sofosbuvir (under the brand name Epclusa) for treatment of patients with chronic hepatitis C of all six major genotypes. It has a role as an antiviral drug and a hepatitis C virus nonstructural protein 5A inhibitor. It is an organic heteropentacyclic compound, a N-acylpyrrolidine, a L-valine derivative, a carbamate ester, a member of imidazoles, a ring assembly and an ether. C[C@H]1CC[C@H](N1C(=O)[C@H](C(C)C)NC(=O)OC)C2=NC3=C(N2)C=CC4=CC5=C(C=C43)OCC6=C5C=CC(=C6)C7=CN=C(N7)[C@@H]8C[C@@H](CN8C(=O)[C@@H](C9=CC=CC=C9)NC(=O)OC)COC